ClC1=C(C=CC(=C1)OCC=1C(=NOC1C1CC1)C1=C(C=CC=C1Cl)Cl)C1C(C1)C=1C=CC(=NC1)C(=O)O 5-(2-(2-chloro-4-((5-cyclopropyl-3-(2,6-dichlorophenyl)isoxazol-4-yl)methoxy)phenyl)cyclopropyl)picolinic acid